N[C@H](C(=O)OC)CNC(C1=CC=C(C=C1)C(=O)N1C[C@H]([C@@H](C1)C(N[C@@H]1[C@H](C1)C1=CC=CC=C1)=O)C(N[C@@H]1[C@H](C1)C1=CC=CC=C1)=O)=O methyl (S)-2-amino-3-(4-((3S,4S)-3,4-bis(((1S,2R)-2-phenylcyclopropyl) carbamoyl)pyrrolidine-1-carbonyl)benzamido)propanoate